3,5-divinyl-4-dodecenyl-benzenesulfonic acid C(=C)C=1C=C(C=C(C1C=CCCCCCCCCCC)C=C)S(=O)(=O)O